2-chloro-4-fluoro-1-nitrobenzene ClC1=C(C=CC(=C1)F)[N+](=O)[O-]